6-cyclopropaneamido-4-{[6-fluoro-3-methoxy-4-(2-methyl-2H-1,2,3-triazol-4-yl)pyridin-2-yl]amino}-N-(2H3)methylpyridazine-3-carboxamide C1(CC1)C(=O)NC1=CC(=C(N=N1)C(=O)NC([2H])([2H])[2H])NC1=NC(=CC(=C1OC)C1=NN(N=C1)C)F